Tert-butyl (2-(1-(4-((3-(3-fluoro-4-methoxyphenyl)imidazo[1,2-a]pyrazin-8-yl)amino)-2-methylbenzoyl)piperidine-4-carboxamido)ethyl)(methyl)carbamate FC=1C=C(C=CC1OC)C1=CN=C2N1C=CN=C2NC2=CC(=C(C(=O)N1CCC(CC1)C(=O)NCCN(C(OC(C)(C)C)=O)C)C=C2)C